dibutylthioether C(CCC)SCCCC